4,6-dibromo-dibenzofuran BrC1=CC=CC2=C1OC1=C2C=CC=C1Br